4-(6-(Pyrazolo[1,5-a]pyridin-2-ylmethoxy)pyridin-2-yl)pyridine-1-carboxylic acid tert-butyl ester C(C)(C)(C)OC(=O)N1CC=C(C=C1)C1=NC(=CC=C1)OCC1=NN2C(C=CC=C2)=C1